5-(4-((2-(2-cyclopropylacetamido)pyridin-4-yl)methyl)piperazin-1-yl)-6-fluoro-N-methylpicolinamide C1(CC1)CC(=O)NC1=NC=CC(=C1)CN1CCN(CC1)C=1C=CC(=NC1F)C(=O)NC